(cycloocta-2-ene-1-carbonyl)-L-tyrosine C1(C=CCCCCC1)C(=O)N[C@@H](CC1=CC=C(C=C1)O)C(=O)O